C(C)C1=NC(=NC=C1)NCC1=C(C=NN1C)C1=NC=C(C(=N1)C)OC1CCCCC1 (1S,3S)-3-((2-(5-(((4-Ethylpyrimidin-2-yl)amino)methyl)-1-methyl-1H-pyrazol-4-yl)-4-methylpyrimidin-5-yl)oxy)cyclohexan